OCC(C(C(=O)O)C(=O)O)CC 2-(hydroxymethyl)butanedicarboxylic acid